ClC=1N=C(C2=C(N1)SC=N2)NCC2=CC=C(C=C2)C=2N(C=C(N2)C(F)(F)F)C(C)C 5-chloro-N-(4-(1-isopropyl-4-(trifluoromethyl)-1H-imidazol-2-yl)benzyl)thiazolo[5,4-d]pyrimidin-7-amine